1,3-OXAZOLIN-5-ONE O1C=NCC1=O